N2-(4-amino-1-methyl-1H-pyrazol-3-yl)-N8-(cyclopropylmethyl)-6-(2,6-dichloro-3,5-dimethoxyphenyl)pyrido[3,4-d]pyrimidine-2,8-diamine NC=1C(=NN(C1)C)NC=1N=CC2=C(N1)C(=NC(=C2)C2=C(C(=CC(=C2Cl)OC)OC)Cl)NCC2CC2